COC(C1=C(C=CC=C1)[C@H]1[C@@H](C1)C=C(Br)Br)=O ((1R,2R)-2-(2,2-dibromovinyl)cyclopropyl)benzoic acid methyl ester